2-(3,5-dimethoxy-4-((4,4,4-trifluorobutyl)thio)phenyl)ethanamine COC=1C=C(C=C(C1SCCCC(F)(F)F)OC)CCN